disuccinimido sulfoxide C1(CCC(N1S(=O)N1C(CCC1=O)=O)=O)=O